dimethyl-2,3-dioleoyloxypropyl-2-(2-arginino)ethyl-ammonium C[N+](CC[C@](N)(CCCNC(N)=N)C(=O)O)(CC(COC(CCCCCCC\C=C/CCCCCCCC)=O)OC(CCCCCCC\C=C/CCCCCCCC)=O)C